(8R,13S)-4-(3-methoxyazetidin-1-yl)-8,13-dimethyl-19-(oxan-2-yl)-7,10,14-trioxa-5,19,20,23-tetraazatetracyclo[13.5.2.12,6.018,21]tricosa-1(20),2(23),3,5,15(22),16,18(21)-heptaene COC1CN(C1)C1=CC=2C3=NN(C=4C=CC(O[C@H](CCOC[C@H](OC(=N1)N2)C)C)=CC34)C3OCCCC3